C(C1=CC=CC=C1)N1C2=NC=NC(=C2N=C1C1=C(C=C(C=C1)OCCN1[C@@H](CNCC1)C)Cl)OC1(CC1)C (R)-9-benzyl-8-(2-chloro-4-(2-(2-methylpiperazin-1-yl)ethoxy)phenyl)-6-(1-methylcyclopropoxy)-9H-purine